(R)-1-phenylethyl (3-(N-(tert-butyl)sulfamoyl)-4-(2-((1r,4R)-4-((isopropoxycarbonyl)amino)cyclohexyl)thiazol-5-yl)phenyl)carbamate C(C)(C)(C)NS(=O)(=O)C=1C=C(C=CC1C1=CN=C(S1)C1CCC(CC1)NC(=O)OC(C)C)NC(O[C@H](C)C1=CC=CC=C1)=O